CC1=C2C(NC(=NC2=CC=C1)C)=O dimethyl-4-oxoquinazolin